CNC(C)=NC N,N'-dimethylacetamidine